2-(4-(6-((4-cyano-2-fluorobenzyl)oxy)pyridin-2-yl)-2-fluorobenzyl)-1-(2-methoxy-3-oxo-3-(thiazol-2-ylamino)propyl)-1H-benzo[d]imidazole-6-carboxylic acid C(#N)C1=CC(=C(COC2=CC=CC(=N2)C2=CC(=C(CC3=NC4=C(N3CC(C(NC=3SC=CN3)=O)OC)C=C(C=C4)C(=O)O)C=C2)F)C=C1)F